2-(diethylamino)ethanolate C(C)N(CC[O-])CC